OC1=C(C(=O)O)C=C(C=C1)NC(CC(=O)NC1=NC(=CC=C1)OC([2H])([2H])[2H])=O 2-hydroxy-5-(3-((6-(methoxy-d3)pyridin-2-yl)amino)-3-oxopropanamido)benzoic acid